5-(4-((5-(3-ethylureido)pyrazin-2-yl)methyl)piperazin-1-yl)-N,6-dimethylpicolinamide C(C)NC(NC=1N=CC(=NC1)CN1CCN(CC1)C=1C=CC(=NC1C)C(=O)NC)=O